N1(CCNCCC1)C1=NC=C(C(=N1)NC=1C=C2C=NNC2=CC1)OC N-(2-(1,4-diazepan-1-yl)-5-methoxypyrimidin-4-yl)-1H-indazol-5-amine